2-chloro-4-(1-(3,3,3-trifluoro-1-(4-fluorophenyl)propyl)-1H-pyrazol-4-yl)pyrimidine ClC1=NC=CC(=N1)C=1C=NN(C1)C(CC(F)(F)F)C1=CC=C(C=C1)F